CN1C(N(C=C(C1=O)C)CC(=O)N1[C@@H](C[C@H](C1)F)C(=O)N[C@@H](C1=CC=CC=C1)C1=NC(=C(C=C1)C(C)C)F)=O (2S,4R)-1-[2-(3,5-dimethyl-2,4-dioxo-1,2,3,4-tetrahydropyrimidin-1-yl)acetyl]-4-fluoro-N-[(S)-[6-fluoro-5-(propan-2-yl)pyridin-2-yl](phenyl)methyl]pyrrolidine-2-carboxamide